ClC=1C=C(C(=O)N[C@@H](C)C2=NC=NN2C2=NC=C(C=C2)[N+](=O)[O-])C=C(C1)S(=O)(=O)C 3-chloro-5-(methylsulfonyl)-N-{(1S)-1-[1-(5-nitropyridin-2-yl)-1H-1,2,4-triazol-5-yl]Ethyl}benzamide